beta-ethoxycarbonyl-oxysulfide CCOC(=O)OSOC(=O)OCC